O1CCC(CC1)C=1C=NN2C1N=C(N=C2NCC2=CC=C(C=C2)NC(CC)=O)NC2CCOCC2 N-(4-(((8-(tetrahydro-2H-pyran-4-yl)-2-((tetrahydro-2H-pyran-4-yl)amino)pyrazolo[1,5-a][1,3,5]triazin-4-yl)amino)methyl)phenyl)propanamide